O=C1NC2=CC=CC=C2C(N1[C@H](C(=O)NC=1SC(=C(N1)C)C(=O)O)C(C)C)=O 2-[[(2S)-2-(1,4-Dihydro-2,4-dioxo-3(2H)-quinazolinyl)-3-methyl-1-oxobutyl]amino]-4-methyl-5-thiazolecarboxylic acid